C1CC2=C(C=CC3=CC=CC1=C23)N(C2=CC=CC=C2)C2(CC=C(C=C2)C2=CC=CC=C2)N(C2=C3CCC=1C=CC=C(C=C2)C13)C1=CC=CC=C1 4,4-bis[N-(3-acenaphthenyl)-N-phenylamino]biphenyl